N=1C=NN2C1C=CC(=C2)C2NC(C(C1=CC=CC=C21)C2=CC(=C(C=C2)Cl)Cl)([2H])[2H] ([1,2,4]triazolo[1,5-a]pyridin-6-yl)-4-(3,4-dichlorophenyl)-1,2,3,4-tetrahydroisoquinoline-3,3-d2